CN1CC(CCCC1)C1=CC(=C(C(=O)NC2=CC(=C(C=C2)C)NC2=NC=CC(=N2)C=2C=NC=CC2)C=C1)C(F)(F)F 4-(1-Methyl-azepan-3-yl)-N-[4-methyl-3-(4-pyridin-3-yl-pyrimidin-2-ylamino)-phenyl]-2-trifluoromethyl-benzamide